3-(4-Hydroxy-4-methylpentyl)-3-cyclohexene-1-carbaldehyde OC(CCCC=1CC(CCC1)C=O)(C)C